2-[3-[1-(5-methyl-1H-imidazol-4-yl)propan-2-yl]phenyl]-4-(trifluoromethyl)isoindolin-1-one CC1=C(N=CN1)CC(C)C=1C=C(C=CC1)N1C(C2=CC=CC(=C2C1)C(F)(F)F)=O